COCCOC1=CSC=C1 [3-(2-methoxyethoxy)]Thiophene